Heptadecanyl 8-((2-hydroxyethyl)(6-oxo-6-(undecyloxy)hexyl)amino)octanoate OCCN(CCCCCCCC(=O)OCCCCCCCCCCCCCCCCC)CCCCCC(OCCCCCCCCCCC)=O